C(C)C1=CC=C2C=NN(C2=C1NC(=O)N=[S@@](=O)(N)C=1SC(=CN1)C(C)(C)O)C (S)-N'-((6-ethyl-1-methyl-1H-indazol-7-yl)carbamoyl)-5-(2-hydroxy-propan-2-yl)thiazole-2-sulfonimidamide